CC1(NC(=NC(=C1)C)NC1COC2=C(O1)C=CC=C2C=2CCCNCC2)N 4,6-dimethyl-N2-[5-(2,3,4,7-tetrahydro-1H-azepin-5-yl)-2,3-dihydro-1,4-benzodioxin-yl]pyrimidine-2,4-diamine